4-(4-(2-methoxyphenyl)piperidin-1-yl)-N2,N2,N6-trimethyl-N6-propylquinazoline-2,6-diamine COC1=C(C=CC=C1)C1CCN(CC1)C1=NC(=NC2=CC=C(C=C12)N(CCC)C)N(C)C